2-[(3S,5S)-3,5-dimethyl-4-(pyridazin-3-yl-methyl)piperazin-1-yl]-6-fluoro-4-isobutyl-benzonitrile C[C@H]1CN(C[C@@H](N1CC=1N=NC=CC1)C)C1=C(C#N)C(=CC(=C1)CC(C)C)F